cyclopentyl-N2-(1-(methylsulfonyl)piperidin-4-yl)-5-(trifluoromethyl)pyrimidine-2,4-diamine C1(CCCC1)C1=C(C(=NC(=N1)NC1CCN(CC1)S(=O)(=O)C)N)C(F)(F)F